N-[(3R)-1-(4-{[(1S)-1-(3-aminophenyl)ethyl]amino}-2-methylpyrido[3,4-d]pyrimidin-6-yl)pyrrolidin-3-yl]acetamide NC=1C=C(C=CC1)[C@H](C)NC=1C2=C(N=C(N1)C)C=NC(=C2)N2C[C@@H](CC2)NC(C)=O